N-[5-(2-bromophenyl)-1,3,4-thiadiazol-2-yl]-2,1-benzoxazole BrC1=C(C=CC=C1)C1=NN=C(S1)N1OCC2=C1C=CC=C2